β-D-Mannopyranosyl-(1→4)-α-L-rhamnopyranosyl-(1→3)-D-galactose [C@@H]1([C@@H](O)[C@@H](O)[C@H](O)[C@H](O1)CO)O[C@@H]1[C@H]([C@H]([C@@H](O[C@H]1C)O[C@H]([C@H](C=O)O)[C@@H](O)[C@H](O)CO)O)O